potassium (S)-4-(5-amino-3-oxo-4-(((phenylmethyl-d2)sulfonyl)oxy)-2,3-dihydrofuran-2-yl-2-d)benzoate NC1=C(C([C@](O1)([2H])C1=CC=C(C(=O)[O-])C=C1)=O)OS(=O)(=O)C([2H])([2H])C1=CC=CC=C1.[K+]